ClC1=NN(C=C1)C=1N(C(=C(N1)C(=O)O)S(=O)(=O)CC)C 2-(3-Chloropyrazole-1-yl)-5-ethylsulfonyl-1-methyl-imidazole-4-carboxylic acid